Pregnanat C(C[C@H]1CC[C@H]2[C@@H]3CCC4CCCC[C@]4(C)[C@H]3CC[C@]12C)(=O)[O-]